2-(4-Boc-piperazinyl)-2-[4-(trifluoromethyl)phenyl]acetic acid C(=O)(OC(C)(C)C)N1CCN(CC1)C(C(=O)O)C1=CC=C(C=C1)C(F)(F)F